2-amino-N-(1-amino-2-methyl-1-oxoprop-2-yl)-3,5-dichlorobenzamide NC1=C(C(=O)NC(C(=O)N)(C)C)C=C(C=C1Cl)Cl